C1(CC1)CCN(C1=C2CN(C(C2=CC=C1F)=O)C1C(NC(CC1)=O)=O)C1CCC(CC1)NCC1(CC1)C(F)(F)F 3-(4-((2-cyclopropylethyl)(4-(((1-(trifluoromethyl)cyclopropyl)methyl)amino)cyclohexyl)amino)-5-fluoro-1-oxoisoindolin-2-yl)piperidine-2,6-dione